NCCN[C@H]1CN(CC1)C(=O)OC(C)(C)C tert-butyl (3R)-3-[(2-aminoethyl)amino]pyrrolidine-1-carboxylate